C(C)(C)(C)N[C@H]1CN(CC1)C1=CC=C2C(=N1)OCC=1C=C(C=CC12)C=1C=NNC1 (3R)-N-tert-butyl-1-[8-(1H-pyrazol-4-yl)-6H-isochromeno[3,4-b]pyridin-3-yl]pyrrolidin-3-amine